1-(5-(3-(2-fluoroethyl)-2-methyl-3H-imidazo[4,5-b]pyridin-5-yl)pyrrolo[2,1-f][1,2,4]triazin-2-yl)-N4,N4-dimethylcyclohexane-1,4-diamine FCCN1C(=NC=2C1=NC(=CC2)C=2C=CN1N=C(N=CC12)C1(CCC(CC1)N(C)C)N)C